[N+](=O)([O-])C1=CC=C(C2=NON=C21)S(=O)(=O)Cl 4-nitro-7-chlorosulfonyl-2,1,3-benzooxadiazole